[In].[Cu].[Ag].[Sn] tin silver copper indium